N-[(3R,4S)-1-{2-[1-(cyclopropylmethyl)-1H-pyrrolo[2,3-b]pyridin-2-yl]-1-methyl-1H-1,3-benzodiazole-5-carbonyl}-4-methoxypiperidin-3-yl]carbamic acid tert-butyl ester C(C)(C)(C)OC(N[C@@H]1CN(CC[C@@H]1OC)C(=O)C1=CC2=C(N(C(=N2)C2=CC=3C(=NC=CC3)N2CC2CC2)C)C=C1)=O